BrC=1C(=NC=C(C1C(O)C1CC1)F)C#N 3-bromo-4-(cyclopropyl-(hydroxy)methyl)-5-fluoropyridinecarbonitrile